Cl.Cl.CC([C@@H](C(=O)O)NC(C1=CC=C(C=C1)C=1C=NC=2N(C1)C(=CN2)C2(CC2)C=2C=C1C=CC=NC1=CC2)=O)(C)C (2S)-3,3-dimethyl-2-({4-[3-(1-quinolin-6-ylcyclopropyl)imidazo[1,2-a]pyrimidin-6-yl]benzoyl}amino)butanoic Acid Dihydrochloride